C(C=C)OC1=C2CN(C(C2=CC=C1)=O)C1=C(C=C(C=C1)F)F 4-(allyloxy)-2-(2,4-difluorophenyl)isoindolin-1-one